2-[(2,2-difluoro-ethyl)amino]-5-{5-[1-(2-hydroxyethyl)-1H-1,3-benzodiazol-5-yl]-1,3,4-oxadiazol-2-yl}benzonitrile FC(CNC1=C(C#N)C=C(C=C1)C=1OC(=NN1)C1=CC2=C(N(C=N2)CCO)C=C1)F